COC1=NC=NC=C1N1CC(CCC1)N(C(OC(C)(C)C)=O)C tert-butyl (1-(4-methoxypyrimidin-5-yl)piperidin-3-yl)(methyl)carbamate